1-(5-bromo-2-(trifluoromethyl)pyridin-4-yl)ethan-1-ol BrC=1C(=CC(=NC1)C(F)(F)F)C(C)O